C(N)(=O)C=1C(=C2C(=NC1)NC(=C2)C2CC2)C#C[Si](C(C)C)(C(C)C)C(C)C 1-(5-carbamoyl-4-((triisopropylsilyl)ethynyl)-1H-pyrrolo[2,3-b]pyridin-2-yl)cyclopropane